C12CC(CC(CC1)N2)OC=2C=C1C(=NC=NC1=CC2OC)NC2=C(C(=C(C=C2)OC2=CC1=C(N(C=N1)C)C=C2)C)F 6-((8-Azabicyclo[3.2.1]octan-3-yl)oxy)-N-(2-fluoro-3-meth-yl-4-((1-methyl-1H-benzo[d]imidazol-5-yl)oxy)phenyl)-7-methoxyquinazolin-4-amine